C(C=C)(=O)OCC(COC(C=C)=O)(CO)CO bis(hydroxymethyl)-1,3-propanediol diacrylate